CC=1C2C3=C(C4=CC=C(C=C4C(=C3C(C1)C2)OC)C)OC(C=C)=O 2,6-dimethyl-9-acryloyloxy-10-methoxy-1,4-dihydro-1,4-methanoanthracene